(3-(4-Bromophenoxy)-6-hydroxybenzo[b]thiophen-2-yl)(phenyl)methanone BrC1=CC=C(OC=2C3=C(SC2C(=O)C2=CC=CC=C2)C=C(C=C3)O)C=C1